tert-butyl N-[1-[(1S)-2-[[(1S)-1-cyano-2-[(3S)-2-oxopyrrolidin-3-yl]ethyl]amino]-1-(cyclopropylmethyl)-2-oxo-ethyl]-2-oxo-3-pyridyl]carbamate C(#N)[C@H](C[C@H]1C(NCC1)=O)NC([C@H](CC1CC1)N1C(C(=CC=C1)NC(OC(C)(C)C)=O)=O)=O